ClC=1C=CC(=C(C1)C1=CC(N(C=C1OC)C(C(=O)OC(C)(C)C)CCOC)=O)N1C=NN=C1 tert-Butyl 2-{4-[5-chloro-2-(4H-1,2,4-triazol-4-yl)phenyl]-5-methoxy-2-oxopyridin-1(2H)-yl}-4-methoxybutanoate